N=1NC=NC1NC(C=1C(O)=CC=CC1)=O N-[2H-1,2,4-triazol-5-yl]salicylamide